ClC1=C(C(=CC(=C1)Cl)F)NC=1N(C2=NC(=NC=C2N1)N[C@H]1C[C@H](CCC1)O)C1CCC(CC1)(C(=O)N)C (1R,4r)-4-(8-(2,4-dichloro-6-fluorophenylamino)-2-((1R,3S)-3-hydroxycyclohexylamino)-9H-purin-9-yl)-1-methylcyclohexanecarboxamide